(S)-3-fluoro-6-(4-((2-(hydroxymethyl)pyrrolidin-1-yl)sulfonyl)-2-methylphenyl)pyridinecarbonitrile FC=1C(=NC(=CC1)C1=C(C=C(C=C1)S(=O)(=O)N1[C@@H](CCC1)CO)C)C#N